tert-butyl N-(7-fluoro-2,3-dihydrobenzofuran-3-yl)-N-methyl-carbamate FC1=CC=CC=2C(COC21)N(C(OC(C)(C)C)=O)C